BrC=1N=C(N2C1C(=NC=C2)OC)C2=C(C=CC=C2F)F 1-bromo-3-(2,6-difluorophenyl)-8-methoxyimidazo[1,5-a]pyrazine